tetramethyl-xylylenediurethane nickel-cobalt [Co].[Ni].CC(OC(NCC=1C(=CC=CC1)CNC(=O)OC(C)(C)C)=O)(C)C